P(O)(=O)(OP(=O)(O)OP(=O)(O)O)OC[C@@H]1CC[C@@H](O1)N1C=NC=2C(=O)NC(N)=NC12 2',3'-dideoxyguanosine-5'-triphosphate